Racemic-N7-(3,3-difluoroindan-1-yl)-2-(methoxymethyl)pyrazolo[1,5-a]pyrimidine-3,7-dicarboxamide FC1(C[C@H](C2=CC=CC=C12)NC(=O)C1=CC=NC=2N1N=C(C2C(=O)N)COC)F |r|